ClC=1OC2=C(C1)C(=CC=C2COC2=CC=CC(=N2)C2CCC(CC2)CC2=NC1=C(N2C[C@H]2OCC2)C=C(C=C1)C(=O)O)Cl 2-(((1s,4R)-4-(6-((2,4-dichlorobenzofuran-7-yl)methoxy)pyridin-2-yl)cyclohexyl)methyl)-1-(((S)-oxetan-2-yl)methyl)-1H-benzo[d]imidazole-6-carboxylic acid